OC1CC2C(CNC2)=C1 5-hydroxyhexahydrocyclopenta[C]pyrrole